4-(4-((1R,5S)-3,8-diazabicyclo[3.2.1]octan-3-yl)-8-fluoro-2-(((1-hydroxycyclobutyl)methyl)amino)quinazolin-7-yl)naphthalen-2-ol [C@H]12CN(C[C@H](CC1)N2)C2=NC(=NC1=C(C(=CC=C21)C2=CC(=CC1=CC=CC=C21)O)F)NCC2(CCC2)O